ClC1=C(C(=O)NC=2C=CC3=C(N=C(O3)C=3C=NC(=CC3)CC)C2)C=C(C=C1)[N+](=O)[O-] 2-Chloro-N-[2-(6-ethylpyridin-3-yl)-1,3-benzoxazol-5-yl]-5-nitrobenzamide